3,5-Dinitrobenzoic acid [N+](=O)([O-])C=1C=C(C(=O)O)C=C(C1)[N+](=O)[O-]